C(C(C)(C)C)[Mn]CC(C)(C)C dineopentylmanganese